C1(=CC=CC=C1)C(CC1=CC=C(C=C1)S(=O)(=O)O)=O phenyl-2-(4-sulfophenyl)ethanone